4-thiocyano-5-pyrazoline S(C#N)C1CNN=C1